Methyl 3-((4-(pyridin-3-yl)phenyl)amino)benzoate N1=CC(=CC=C1)C1=CC=C(C=C1)NC=1C=C(C(=O)OC)C=CC1